C(C1=CC=CC=C1)OC1=CC(=C(C(=C1)OC1=C(C(=C(C(=C1C)C)C(=O)O)O)F)C)OC 4-[4-(benzyloxy)-2-methoxy-6-toluoxy]-3-fluoro-2-hydroxy-5,6-xylenecarboxylic acid